ClC1=NC(=NC(=N1)C1=C(C(=C(C2=C1SC1=C2C(=C(C(=C1[2H])[2H])[2H])[2H])[2H])[2H])[2H])C1=CC=CC=C1 2-chloro-4-(dibenzo[b,d]thiophen-4-yl-d7)-6-phenyl-1,3,5-triazine